5-(Trifluoromethyl)pyrrolidine-2-carboxamide tert-butyl-(4-chloropyridin-2-yl)methylcarbamate C(C)(C)(C)N(C(O)=O)CC1=NC=CC(=C1)Cl.FC(C1CCC(N1)C(=O)N)(F)F